OC1=CC=C(C2=CC=CC=C12)NS(=O)(=O)C=1C=CC=C2C=CC=NC12 N-(4-hydroxynaphthalene-1-yl)quinoline-8-sulfonamide